(S)-2-((4-(2-(4-chloro-2-fluorophenyl)-2-methylbenzo[d][1,3]dioxol-4-yl)piperidin-1-yl)methyl)-1H-imidazole-5-carboxylic acid ethyl ester C(C)OC(=O)C1=CN=C(N1)CN1CCC(CC1)C1=CC=CC=2O[C@](OC21)(C)C2=C(C=C(C=C2)Cl)F